4-methoxyphenyl-8-hydroxy-9-carbomethoxy-3H-naphtho[2,1-b]pyran COC1=CC=C(C=C1)C=1C2=C(OCC1)C=CC1=CC(=C(C=C12)C(=O)OC)O